2-[5-bromo-7-fluoro-2-(2-hydroxyethyl)-2H-indazol-3-yl]propan-2-ol BrC1=CC2=C(N(N=C2C(=C1)F)CCO)C(C)(C)O